FC(OC1=CC(=NN1)NC1=CN=CC(=N1)OCCC1(CC1)C#N)F 1-(2-((6-((5-(difluoromethoxy)-1H-pyrazol-3-yl)amino)pyrazin-2-yl)oxy)ethyl)cyclopropane-1-carbonitrile